1-myristoyl-2-palmitoyl-sn-glycero-3-phosphorylcholine C(CCCCCCCCCCCCC)(=O)OC[C@@H](OC(CCCCCCCCCCCCCCC)=O)COP(=O)(O)OCC[N+](C)(C)C